N-(2-(pyridin-4-yl)ethyl)piperidin-4-amine N1=CC=C(C=C1)CCNC1CCNCC1